methyloctahydro-1H-3a,7-methanoazulen-6-ol CC1CCC23CCC(C(CC12)C3)O